(3-nitro-5-(trifluoromethyl)phenyl)ethan-1-one [N+](=O)([O-])C=1C=C(C=C(C1)C(F)(F)F)C(C)=O